C(C1=CC=CC=C1)OC1=C(C(=NC=C1)C1=CC=C(CNC(C2=C(C=CC(=C2)F)OC)=O)C=C1)C#N N-(4-(4-(benzyloxy)-3-cyanopyridin-2-yl)benzyl)-5-fluoro-2-methoxybenzamide